O=C1CCCC2=C1SC=C2C(=O)N 7-oxo-4,5,6,7-tetrahydrobenzo[b]thiophene-3-carboxamide